CN(C1=CC=C(C=C1)N1C(NNC1=O)=O)C 4-(4'-dimethylaminophenyl)-1,2,4-triazolidine-3,5-Dione